1-bromo-2-[2-[2-methoxyethoxy]ethoxy]ethane BrCCOCCOCCOC